C(=O)C1=C(SC=C1)C1=CC=C(C(=N1)C)OC1(CCCCC1)C(=O)O ((6-(3-formylthiophen-2-yl)-2-methylpyridin-3-yl)oxy)cyclohexane-1-carboxylic acid